C(C=C)[Si](F)(CC)CC (allyl)diethyl-(fluoro)silane